3-cycloheptyl-2-methylpropanoic acid C1(CCCCCC1)CC(C(=O)O)C